NC=1C(=NC=C(N1)N1CCC2(CC1)CC1=C(C=NC=C1)[C@H]2N)SC2=C(C(=NC=C2)N2CC(C2)C(C)(C)O)Cl (S)-2-(1-(4-(3-amino-5-(7-amino-5,7-dihydrospiro[cyclopenta[c]pyridine-6,4'-piperidine]-1'-yl)pyrazin-2-ylsulfanyl)-3-chloropyridin-2-yl)azetidin-3-yl)propan-2-ol